ClC1=NSC(=C1Cl)COC1=NS(C2=C1C=CC=C2)(=O)=O 3-[(3,4-dichloroisothiazol-5-yl)methoxy]1,2-benzothiazole 1,1-dioxide